OC1=CC(=NC(=N1)C1=NN(C=C1)C)O.[Li] lithium 6-hydroxy-2-(1-methyl-1H-pyrazol-3-yl)pyrimidin-4-ol